C(C)(C)C1N2C(C3=CC(=C(C=C3C1)OCCCOC)C=1N=C(SC1)C)CC(C(=C2)C(=O)OCC)=O Ethyl 6-isopropyl-9-(3-methoxypropoxy)-10-(2-methylthiazol-4-yl)-2-oxo-2,6,7,11b-tetrahydro-1H-pyrido[2,1-a]isoquinoline-3-carboxylate